Cl.[N+](=O)([O-])C1=CC=C(NC([C@@H](NC(C2=CC=CC=C2)=O)CCCNC(N)=N)=O)C=C1 N-benzoyl-L-arginine 4-nitroanilide hydrochloride